CC(C(=O)OCC)(CCC=C)C ethyl 2,2-dimethylhex-5-enoate